(1R,3R)-3-(3-bromophenyl)-2,2-dimethyl-cyclopropanecarboxylic acid BrC=1C=C(C=CC1)[C@H]1C([C@@H]1C(=O)O)(C)C